CC1=NC2=C3C(=C(C=C2C(=N1)NC(C)C1=CC(=CC=C1)C(F)(F)F)C=1CCN(CC1)C(C)=O)CCC3 1-(4-(2-methyl-4-((1-(3-(trifluoromethyl)phenyl)ethyl)amino)-8,9-dihydro-7H-cyclopenta[h]quinazolin-6-yl)-3,6-dihydropyridin-1(2H)-yl)ethan-1-one